bromoindenone BrC=1C(C2=CC=CC=C2C1)=O